N-(2-tolyl)-1,4-benzoxazine-4-formamide C1(=C(C=CC=C1)NC(=O)N1C=COC2=C1C=CC=C2)C